1,1-bis[4-(3,4-dicarboxyphenoxy)phenyl]-3,3,5-trimethylcyclohexane C(=O)(O)C=1C=C(OC2=CC=C(C=C2)C2(CC(CC(C2)C)(C)C)C2=CC=C(C=C2)OC2=CC(=C(C=C2)C(=O)O)C(=O)O)C=CC1C(=O)O